ClC1=C(C(=CC=C1)Cl)N1N=C(C(=C1)NC1=CC=C(C=C1)C1=NN=C(N1C)C(F)(F)F)C(=O)N 1-(2,6-dichlorophenyl)-4-((4-(4-methyl-5-(trifluoromethyl)-4H-1,2,4-triazol-3-yl)phenyl)amino)-1H-pyrazole-3-carboxamide